5-(5-(1,3-Dimethyl-2-oxo-7-(tetrahydro-2H-pyran-4-yl)-1,2-dihydroquinolin-5-yl)-5,6,7,8-tetrahydropyrido[3,2-d]pyrimidin-2-yl)picolinic acid CN1C(C(=CC2=C(C=C(C=C12)C1CCOCC1)N1CCCC=2N=C(N=CC21)C=2C=CC(=NC2)C(=O)O)C)=O